N-(5-(2-aminophenyl)thiazol-2-yl)pyrrolidine-3-carboxamide hydrochloride Cl.NC1=C(C=CC=C1)C1=CN=C(S1)NC(=O)C1CNCC1